C(C=CCC)(=O)OC Methyl pent-2-enoate